COC=1C=C2C(=CC=NC2=CC1OC)OC1=C(C=C(C=C1)NC1=NN(C=C1C(=O)NC1=CC=C(C=C1)OC(F)(F)F)C)F 3-((4-((6,7-dimethoxyquinolin-4-yl)oxy)-3-fluorophenyl)amino)-N-(4-(trifluoromethoxy)phenyl)-1-methyl-1H-pyrazole-4-carboxamide